ClC=1C=CC(=NC1)C1(OC2=C(O1)C=CC=C2C=2N=NN(C2)CC=2N(C1=C(N2)C=CC(=C1)C(=O)O)CCOC)C 2-[[4-[2-(5-Chloro-2-pyridinyl)-2-methyl-1,3-benzodioxol-4-yl]triazol-1-yl]methyl]-3-(2-methoxyethyl)benzimidazole-5-carboxylic acid